CC1=C(C(=O)NC2(CC2)C2=C3C=CC=NC3=CC(=C2)C=2OC(=NN2)C)C=C(C=C1)OCC1N(CC1)C 2-Methyl-N-(1-(7-(5-methyl-1,3,4-oxadiazol-2-yl)quinolin-5-yl)cyclopropyl)-5-((1-methylazetidin-2-yl)methoxy)benzamide